tert-Butyl 4-(4-(3-aminocyclobutyl)phenyl)piperazine-1-carboxylate NC1CC(C1)C1=CC=C(C=C1)N1CCN(CC1)C(=O)OC(C)(C)C